(P)-(5-((1-(4-fluorophenyl)ethyl)amino)pyrazin-2-yl)boronic acid FC1=CC=C(C=C1)C(C)NC=1N=CC(=NC1)B(O)O